N(=NNC=O)NC=O azo-bis(formamide)